6-(3-(2,3-dichloropyridin-4-yl)-2-methylphenyl)-2-methoxynicotinaldehyde ClC1=NC=CC(=C1Cl)C=1C(=C(C=CC1)C1=NC(=C(C=O)C=C1)OC)C